4-amino-8-(6-methoxy-2-methylpyridin-3-yl)-N-propylisoquinoline-3-carboxamide NC1=C(N=CC2=C(C=CC=C12)C=1C(=NC(=CC1)OC)C)C(=O)NCCC